CC1(C2=CC=CC=C2C=2C=CC(=CC12)N(C=1C=C2C(CC(C2=CC1)(C)C1=CC=C(C=C1)N(C1=CC=2C(C3=CC=CC=C3C2C=C1)(C)C)C1=CC=2C(C3=CC=CC=C3C2C=C1)(C)C)(C)C)C1=CC=2C(C3=CC=CC=C3C2C=C1)(C)C)C N-(4-(5-(bis(9,9-dimethyl-9H-fluorene-2-yl)amino)-1,3,3-trimethyl-2,3-dihydro-1H-inden-1-yl)phenyl)-N-(9,9-dimethyl-9H-fluorene-2-yl)-9,9-dimethyl-9H-fluorene-2-amine